benzyl (1R,3S,5S)-4-(benzyloxy)-3-((((1s,4R)-4-phenylcyclohexyl)oxy)methyl)-2-azabicyclo[3.2.0]-heptane-2-carboxylate C(C1=CC=CC=C1)OC1[C@@H](N([C@@H]2CC[C@H]12)C(=O)OCC1=CC=CC=C1)COC1CCC(CC1)C1=CC=CC=C1